6-hydroxy-7-methoxyl-quinazoline OC=1C=C2C=NC=NC2=CC1OC